C(C)(C)(C)OC(=O)N1CC2C(CCCC2C1)(F)F 7,7-Difluoro-3,3a,4,5,6,7a-hexahydro-1H-isoindole-2-carboxylic acid tert-butyl ester